C(C)N1C(C2=NC=C(C3=CN4C(C(OCCCCC[C@@H](NC1=O)CCC(F)(F)F)=N3)=NC=C4)O2)C (15R)-12-ethyl-11-methyl-15-(3,3,3-trifluoropropyl)-11,12,15,16,17,18,19,20-octahydro-6,22-(azeno)-7,10-epoxyimidazo[2,1-c][1,4,9,12,14]oxatetraazacycloicosin-13(14H)-one